OC[C@H]1N(CCC1)C1=NC=C(C=N1)C(=O)NCC1=NC=CC=N1 2-[(2S)-2-(hydroxymethyl)pyrrolidin-1-yl]-N-(pyrimidin-2-ylmethyl)pyrimidine-5-carboxamide